(3R)-3-((tert-butyldimethylsilyl)oxy)-5-((4R,5S)-2-(4-methoxyphenyl)-4-methyl-5-vinyl-1,3-dioxolan-4-yl)pentanoic acid [Si](C)(C)(C(C)(C)C)O[C@@H](CC(=O)O)CC[C@]1(OC(O[C@H]1C=C)C1=CC=C(C=C1)OC)C